C1(CCCC1)N1C(C(N(C=C1)CC1=NC=C(C=N1)C1=CC=CC=C1)=O)=O 1-cyclopentyl-4-((5-phenylpyrimidin-2-yl)methyl)-1,4-dihydropyrazine-2,3-dione